CC1=C(C=NC=2OCCN(C21)C(=O)OC(C)(C)C)N2CC1=CC(=NC=C1CC2)NC2=CC(=C(C=C2)NC(CN2CCOCC2)=O)C tert-butyl 8-methyl-7-[7-({3-methyl-4-[2-(morpholin-4-yl)acetamido] phenyl}amino)-1,2,3,4-tetrahydro-2,6-naphthyridin-2-yl]-1H,2H,3H-pyrido[2,3-b][1,4]oxazine-1-carboxylate